N=1N=C(N2C1C=CC=C2)COC=2C=CC(=C1CCN([C@@H](C21)CN2C(CCC2)=O)C(=O)C2CCCCC2)Cl (1S,2R)-2-((S)-8-([1,2,4]Triazolo[4,3-a]pyridin-3-ylmethoxy)-5-chloro-1-((2-oxopyrrolidin-1-yl)methyl)-1,2,3,4-tetrahydroisochinolin-2-carbonyl)cyclohexan